ClCCCSC=1SC=CC1 2-((3-chloropropyl)sulfydryl)thiophene